OC(C)C=1C(=NC(=CC1)N1C=NC2=C1C=C(C=C2)NC=2N=NC(=CC2)C)N2CC(CC2)(C#N)C 1-[3-(1-Hydroxyethyl)-6-[6-[(6-methylpyridazin-3-yl)amino]benzimidazol-1-yl]-2-pyridyl]-3-methyl-pyrrolidine-3-carbonitrile